ClC=1C=C(C=CC1F)NC(=O)C=1N(C=C2C1CCC2NC(OCC2=NN(C=N2)C)=O)C (1-methyl-1H-1,2,4-triazol-3-yl)methyl (1-((3-chloro-4-fluorophenyl)carbamoyl)-2-methyl-2,4,5,6-tetrahydrocyclopenta[c]pyrrol-4-yl)carbamate